C1CSN=C1 ISOTHIAZOLINE